NC1=NC=CC=C1C1=NC=2C(=NC(=CC2)C#N)N1C=1C=C2CC[C@@H](C2=CC1)NC(OC(C)(C)C)=O tert-butyl N-[(1S)-5-[2-(2-aminopyridin-3-yl)-5-cyanoimidazo[4,5-b]pyridin-3-yl]-2,3-dihydro-1H-inden-1-yl]carbamate